C(C)(C)(C)OC(NS(NC1=CC(=CC=C1)C1=NNC(C2=CC=CC=C12)=O)(=O)=O)=O (N-(3-(4-oxo-3,4-dihydro-phthalazin-1-yl)phenyl)sulfamoyl)carbamic acid tert-butyl ester